[O-2].[Mn+2].[Li+] Lithium Manganese-oxide